4-chloro-N4-(2-(dimethylamino)pyridin-3-yl)-N2-(4-(4-methylpiperazin-1-yl)phenyl)pyrimidine-2,4-diamine ClC1(NC(=NC=C1)NC1=CC=C(C=C1)N1CCN(CC1)C)NC=1C(=NC=CC1)N(C)C